(1,1-2H2)-2-propyn-1-ol C(C#C)(O)([2H])[2H]